3-methyl-1-(5-oxohexyl)-7-propylpurine-2,6-dione CN1C(N(C(C=2N(C=NC12)CCC)=O)CCCCC(C)=O)=O